dimethylsilyl(4-(4-(tert-butyl)phenyl)-2-methyl-1,5,6,7-tetrahydro-s-indacenyl)(2,3,4,5-tetramethylcyclopentadienyl)zirconium dichloride [Cl-].[Cl-].C[SiH](C)[Zr+2](C1C(=C(C(=C1C)C)C)C)C1C(=CC2=C(C=3CCCC3C=C12)C1=CC=C(C=C1)C(C)(C)C)C